C(C=CC)C=CC=C (crotyl)butadiene